C1=CC=CC=2C3=CC=CC=C3C(C12)COC(=O)N[C@@H](CC(=O)O)C(=O)N([C@H](C(N[C@H](C(N1CCCCC1)=O)CC1=CC=CC=C1)=O)CC1=CC=CC=C1)C (S)-3-((((9H-Fluoren-9-yl)methoxy)carbonyl)amino)-4-(methyl((S)-1-oxo-1-(((S)-1-oxo-3-phenyl-1-(piperidin-1-yl)propan-2-yl)amino)-3-phenylpropan-2-yl)amino)-4-oxobutanoic acid